9,10-dihydro-10-(2,5-dihydroxyphenyl)-9-oxa-10-phosphaphenanthrene 10-oxide OC1=C(C=C(C=C1)O)P1(OC2=CC=CC=C2C=2C=CC=CC12)=O